COC(=O)N1C(CC2=C(C(=CC=C12)F)C1=CC(=C(C(=C1)F)OCCCC(=O)O)F)(C)C 4-[4-(3-carboxy-propoxy)-3,5-difluoro-phenyl]-5-fluoro-2,2-dimethyl-2,3-dihydro-indole-1-carboxylic acid methyl ester